Cl.FC1=C(C(=O)NCC23CCC(CC2)(CC3)C3=CN=C(O3)C3=NC(=NC=C3)N3CCNCC3)C=C(C(=C1F)O)F 2,3,5-trifluoro-4-hydroxy-N-[(4-{2-[2-(piperazin-1-yl)pyrimidin-4-yl]-1,3-oxazol-5-yl}bicyclo[2.2.2]octan-1-yl)methyl]benzamide, hydrochloride salt